di-(4-chloronaphthyl)methylene(cyclopentadienyl)(2,3,6,7-tetra-tert-butylfluorenyl)zirconium dichloride [Cl-].[Cl-].ClC1=CC=C(C2=CC=CC=C12)C(=[Zr+2](C1=C(C(=CC=2C3=CC(=C(C=C3CC12)C(C)(C)C)C(C)(C)C)C(C)(C)C)C(C)(C)C)C1C=CC=C1)C1=CC=C(C2=CC=CC=C12)Cl